O[C@@H]1C[C@H](N(C1)C([C@H](C(C)(C)C)NC(C)=O)=O)C=1NC(=CN1)CC1=CC(=CC=C1)C(F)(F)F N-[(2S)-1-[(2S,4R)-4-hydroxy-2-[5-[[3-(trifluoromethyl)phenyl]methyl]-1H-imidazol-2-yl]pyrrolidin-1-yl]-3,3-dimethyl-1-oxobutan-2-yl]acetamide